ClC=1C(N(C(=CC1OC([2H])([2H])C1=C(C=C(C=C1)F)F)C)C1=CC(=NC=C1C)C1=CC=C2C(=N1)C(C(N2)=O)(C)C)=O (S)-5-(3-chloro-4-((2,4-difluorophenyl)methoxy-d2)-5',6-dimethyl-2-oxo-2H-[1,4'-bipyridine]-2'-yl)-3,3-dimethyl-1,3-dihydro-2H-pyrrolo[3,2-b]Pyridin-2-one